tri(2-aminobutyl)amine NC(CN(CC(CC)N)CC(CC)N)CC